morpholine-4-carboxylic acid N1(CCOCC1)C(=O)O